N-[(4-methoxyphenyl)methyl]-N,4-dimethyl-6-tributylstannyl-pyridin-2-amine COC1=CC=C(C=C1)CN(C1=NC(=CC(=C1)C)[Sn](CCCC)(CCCC)CCCC)C